(2-bromoethyl)-N,N-di-Boc-amine BrCCN(C(=O)OC(C)(C)C)C(=O)OC(C)(C)C